tetrachloric acid hydrate O.Cl(=O)(=O)O.Cl(=O)(=O)O.Cl(=O)(=O)O.Cl(=O)(=O)O